C(C=C)(=O)N1CC(C1)CN1C(C(N(C2=C(C(=C(C=C12)Cl)C1=C(C=C(C(=C1)OC)Cl)Cl)F)C1=C(C=CC=C1C)C(C)C)=O)=O 1-((1-acryloylazetidin-3-yl)methyl)-7-chloro-6-(2,4-dichloro-5-methoxyphenyl)-5-fluoro-4-(2-isopropyl-6-methylphenyl)-1,4-dihydroquinoxaline-2,3-dione